ClC1=NC=2N([C@@H](C(N(C2C=N1)C)=O)CC)C(C)C (7R)-2-chloro-7-ethyl-7,8-dihydro-5-methyl-8-(1-methylethyl)-6(5H)-Pteridinone